CN(C)CC1=C(C=CC(=N1)NN1C(C2=CC=CC(=C2C1)C1=CN=C2N1C=CC(=C2)F)=O)C2(OCCC2)C ((6-((dimethylamino)methyl)-5-(2-methyltetrahydrofuran-2-yl)pyridin-2-yl)amino)-4-(7-fluoroimidazo[1,2-a]pyridin-3-yl)isoindolin-1-one